C(C)(CC)C1C(NC2=C(CN1C(=O)C1=CC=C(C(=O)N)C=C1)C=CC=C2)=O 4-(3-(sec-butyl)-2-oxo-2,3,4,5-tetrahydro-1H-benzo[1,4]diazepine-4-carbonyl)benzamide